C(C)(C)(C)[S@@](=O)N[C@@H]1C2=CC(=C(C=C2CC12CCN(CC2)C(=O)OC(C)(C)C)OC)F tert-butyl (S)-1-(((R)-tert-butylsulfinyl)amino)-6-fluoro-5-methoxy-1,3-dihydrospiro[indene-2,4'-piperidine]-1'-carboxylate